4-METHOXY-3-(PYRROLIDIN-1-YLSULPHONYL)BENZENEBORONIC ACID COC1=C(C=C(C=C1)B(O)O)S(=O)(=O)N1CCCC1